S1(NCCC2=C1C=CC=C2)(=O)=O dihydro-2H-1,2-benzothiazine 1,1-dioxide